1-[3-(1-Benzylpiperidin-4-yl)-5-{[(5-chlorothiophen-2-yl)methyl]amino}-1H-pyrazol-1-yl]-2,2-dimethylpropan-1-on C(C1=CC=CC=C1)N1CCC(CC1)C1=NN(C(=C1)NCC=1SC(=CC1)Cl)C(C(C)(C)C)=O